(6-chloropyridin-2-yl)-N2-(2-chloropyridin-4-yl)-N4-Isopropyl-1,3,5-triazine-2,4-diamine ClC1=CC=CC(=N1)C1=NC(=NC(=N1)NC1=CC(=NC=C1)Cl)NC(C)C